COCCOC1CC(C1)NC(=O)C1=NC=CC(=N1)C1=CN=CN1C N-((1r,3r)-3-(2-methoxyethoxy)cyclobutyl)-4-(1-methyl-1H-imidazol-5-yl)pyrimidine-2-carboxamide